1-Hydroxyphenazine OC1=CC=CC2=NC3=CC=CC=C3N=C12